NC=1C=C(C=C(C1)C(F)(F)F)[C@@H](C)NC1=NC(=NC2=C3C(=C(C=C12)NC1COC1)CCC3)C (R)-N4-(1-(3-amino-5-(trifluoromethyl)phenyl)ethyl)-2-methyl-N6-(Oxetan-3-yl)-8,9-dihydro-7H-cyclopenta[H]Quinazoline-4,6-diamine